SCCNC(C=C)=O N-(2-mercaptoethyl)acrylamide